(4-{9-[(3S)-3-Aminopyrrolidin-1-yl]-1H,2H,3H-cyclopenta[b]quinolin-7-yl}pyridin-2-yl)acetamide hydrochloride Cl.N[C@@H]1CN(CC1)C1=C2C(=NC=3C=CC(=CC13)C1=CC(=NC=C1)CC(=O)N)CCC2